(R)-6-(4-((4-(1H-pyrazol-4-yl)phenyl)amino)pyrimidin-2-yl)-N-(1-(pyridin-4-yl)ethyl)-1H-indole-2-carboxamide N1N=CC(=C1)C1=CC=C(C=C1)NC1=NC(=NC=C1)C1=CC=C2C=C(NC2=C1)C(=O)N[C@H](C)C1=CC=NC=C1